C[C@]12CC(C[C@](CCC1)(N2)C)=CC2=CN=C(N=N2)C=2C(=CC(=NC2)N2C=NC=C2)O 5-(6-((E)-((1R,5S)-1,5-dimethyl-9-azabicyclo[3.3.1]nonan-3-ylidene)methyl)-1,2,4-triazin-3-yl)-2-(1H-imidazol-1-yl)pyridin-4-ol